(R)-1-((1-(2-(2,5-Difluorophenyl)piperazine-1-carbonyl)piperidin-4-yl)methyl)-4-phenylpyridin-2(1H)-one FC1=C(C=C(C=C1)F)[C@H]1N(CCNC1)C(=O)N1CCC(CC1)CN1C(C=C(C=C1)C1=CC=CC=C1)=O